2-Phenylethyl-isoamylether C1(=CC=CC=C1)CCOCCC(C)C